(S)-N-(5,6,7,8-tetrahydro-1-naphthoyl)-3-(2,3-dihydro-1,4-benzodioxol-6-yl)propionamido-D-leucine C1(=CC=CC=2CCCCC12)C(=O)N([C@@H](CC(C)C)C(=O)O)NC(CCC1=COC2C(OCC2)=C1)=O